2-[2-(Cyclopropyl-methyl-amino)-ethyl]-5-[1-(2-fluoro-6-methyl-phenyl)-piperidin-4-yl]-7-(2-trifluoromethyl-benzyl)-2,4,5,7-tetrahydro-pyrazolo[3,4-d]pyrimidin-6-on C1(CC1)N(CCN1N=C2N(C(N(CC2=C1)C1CCN(CC1)C1=C(C=CC=C1C)F)=O)CC1=C(C=CC=C1)C(F)(F)F)C